O=C1N(CCC(N1)=O)C1=CC(=C(CN2CCC(CC2)C2=CC=C(C=C2)NC=2C(=NC=C(N2)N2CCCCC2)C(=O)N)C=C1)F 3-((4-(1-(4-(2,4-dioxotetrahydropyrimidin-1(2H)-yl)-2-fluorobenzyl)piperidin-4-yl)phenyl)amino)-5-(piperidin-1-yl)pyrazine-2-carboxamide